tert-butyl 4-[(1S,4R,5R)-5-[[4-cyclopropyl-1-(2,6-dichlorophenyl)-1H-pyrazol-5-yl]methoxy]-3-oxo-2-azabicyclo[2.2.1]heptan-2-yl]-3-fluorobenzoate C1(CC1)C=1C=NN(C1CO[C@H]1[C@@H]2C(N([C@H](C1)C2)C2=C(C=C(C(=O)OC(C)(C)C)C=C2)F)=O)C2=C(C=CC=C2Cl)Cl